ClC[Si](CCCO)(C)C 3-[(chloromethyl)dimethylsilyl]-1-propanol